((2,6-dimethyl-pyrimidin-4-yl)amino)-N-ethoxy-4-((4-ethynyl-5-fluoro-2-(N-methyl-methanesulfonamido)phenyl)amino)nicotinamide CC1=NC(=CC(=N1)NC1=C(C(=O)NOCC)C(=CC=N1)NC1=C(C=C(C(=C1)F)C#C)N(S(=O)(=O)C)C)C